C(=O)OC=1C=2C=NC(=NC2C=CC1)OC[C@]12CCCN2C[C@@H](C1)F (((2R,7aS)-2-fluorotetrahydro-1H-pyrrolizin-7a(5H)-yl)methoxy)quinazolin-5-ol formate